C1(=CC=CC=C1)CCN N-(2-phenylethyl)amine